(2S)-5-(2'-chlorophenyl)-N,N-dipropyl-1,2,3,4-tetrahydronaphthalen-2-amine ClC1=C(C=CC=C1)C1=C2CC[C@@H](CC2=CC=C1)N(CCC)CCC